4-(4-bromo-2-fluorophenyl)-1-(2-methoxy-2-methylpropyl)-1,2,3,6-tetrahydropyridine BrC1=CC(=C(C=C1)C=1CCN(CC1)CC(C)(C)OC)F